2-((3S,4R)-4-((2-(3-((4-(dimethylphosphoryl)-2-methoxyphenyl)amino)prop-1-yn-1-yl)-3-(2,2,2-trifluoroethyl)benzo[b]thiophen-7-yl)amino)-3-fluoropiperidin-1-yl)-N-methylacetamide CP(=O)(C)C1=CC(=C(C=C1)NCC#CC1=C(C2=C(S1)C(=CC=C2)N[C@H]2[C@H](CN(CC2)CC(=O)NC)F)CC(F)(F)F)OC